tert-Butyl 10-((1-cyclopropyl-4-oxo-1,4-dihydro-5H-pyrazolo[3,4-d]pyrimidin-5-yl)methyl)-10-hydroxy-7-azaspiro[4.5]decane-7-carboxylate C1(CC1)N1N=CC2=C1N=CN(C2=O)CC2(CCN(CC21CCCC1)C(=O)OC(C)(C)C)O